(3r,4r)-1-(5,6-difluoro-1-(4-(trifluoromethoxy)benzyl)-1H-benzoimidazol-2-yl)-4-fluoro-3-piperidinamine FC1=CC2=C(N(C(=N2)N2C[C@H]([C@@H](CC2)F)N)CC2=CC=C(C=C2)OC(F)(F)F)C=C1F